5-ethynyl-naphthalen-1-amine C(#C)C1=C2C=CC=C(C2=CC=C1)N